C1(CCCCC1)C1=NN=C(S1)N 5-cyclohexyl-1,3,4-thiadiazol-2-amine